(7-{[2-(4-Chlorophenyl)imidazo[1,2-a]pyrimidin-3-yl]methyl}-3-oxa-7,9-diazabicyclo[3.3.1]non-9-yl)(cyclopentyl)methanone ClC1=CC=C(C=C1)C=1N=C2N(C=CC=N2)C1CN1CC2COCC(C1)N2C(=O)C2CCCC2